C(#C)C=1C=C(C(=O)N2C3CN(CC2C3)C3=CC=C(C=N3)C=3C=2N(C=C(C3)C=3C=NN(C3)C)N=CC2C#N)C=CC1F 4-(6-(6-(3-ethynyl-4-fluorobenzoyl)-3,6-diazabicyclo[3.1.1]heptan-3-yl)pyridin-3-yl)-6-(1-methyl-1H-pyrazol-4-yl)pyrazolo[1,5-a]pyridine-3-carbonitrile